2-[(2E)-2-(aminomethyl)-3-fluoroprop-2-en-1-yl]-4-({4-[6-(dimethylamino)pyridin-3-yl]thiophen-3-yl}methyl)-2,4-dihydro-3H-1,2,4-triazol-3-one NC/C(/CN1N=CN(C1=O)CC1=CSC=C1C=1C=NC(=CC1)N(C)C)=C\F